N-(4-(trifluoromethyl)bicyclo[2.2.2]octan-1-yl)benzamide FC(C12CCC(CC1)(CC2)NC(C2=CC=CC=C2)=O)(F)F